C(C)(C)(C)OC1=CC=C(C=C1)C1=CC=C(C=C1)C(C=CC=1C=C2N=CC=NC2=CC1)=O 1-(4'-(tert-butoxy)-[1,1'-biphenyl]-4-yl)-3-(quinoxalin-6-yl)prop-2-en-1-one